Cl.N1=C(N=CC2=CC=CC=C12)N Quinazoline-2-amine hydrochloride